methyl 4-(5-methoxy-1H-indol-6-yl)-6-methylnicotinate COC=1C=C2C=CNC2=CC1C1=CC(=NC=C1C(=O)OC)C